C[Si](CCOCN1N=CC(=C1)C1=CC=C(C=C1)NC1=NC(=NC2=CC=CC=C12)C=1C=C(C=CC1)/C=C/C(=O)O)(C)C (E)-3-(3-(4-((4-(1-((2-(trimethylsilyl)ethoxy)methyl)-1H-pyrazole-4-yl)phenyl)amino)quinazolin-2-yl)phenyl)acrylic acid